(R)-N-(5-(tert-butyl)-4-methylthiazol-2-yl)-2-hydroxy-3-((7-(5-methyl-1,2,4-oxadiazol-3-yl)isoquinolin-1-yl)amino)propanamide C(C)(C)(C)C1=C(N=C(S1)NC([C@@H](CNC1=NC=CC2=CC=C(C=C12)C1=NOC(=N1)C)O)=O)C